6-[4-[[4-(5-Ethoxypyridin-3-yl)thiophen-2-yl]methyl]piperazin-1-yl]-N-[4-(2-phenylsulfanylethylamino)-3-(trifluoromethyl)phenyl]sulfonylpyridazine-3-carboxamide C(C)OC=1C=C(C=NC1)C=1C=C(SC1)CN1CCN(CC1)C1=CC=C(N=N1)C(=O)NS(=O)(=O)C1=CC(=C(C=C1)NCCSC1=CC=CC=C1)C(F)(F)F